7-chloro-2,3-dihydrofuro[3,2-b]Pyridin-5-amine ClC1=C2C(=NC(=C1)N)CCO2